O(B1OC(CO1)(C)C)B1OC(CO1)(C)C oxybis(5,5'-dimethyl-1,3,2-dioxaborolane)